ClCC1=NC(=NC(=N1)CCl)CCl 2,4,6-tris(monochloromethyl)-s-triazine